ethyl 2-{6-[1-(difluoromethyl)cyclopropyl]pyridin-3-yl}acetate FC(C1(CC1)C1=CC=C(C=N1)CC(=O)OCC)F